9-bromo-7H-benzo[c]xanthen-7-one BrC=1C=CC=2OC=3C4=C(C=CC3C(C2C1)=O)C=CC=C4